N-methylolacrylamide Diethyl-(4-(7-ethyl-8-(2-fluorophenethyl)-2,6-dioxo-1-(prop-2-yn-1-yl)-1,2,6,7-tetrahydro-3H-purin-3-yl)butyl)phosphonate C(C)OP(OCC)(=O)CCCCN1C(N(C(C=2N(C(=NC12)CCC1=C(C=CC=C1)F)CC)=O)CC#C)=O.C(O)NC(C=C)=O